S(=O)(=O)(O)O.OCC(=O)[C@@H](O)[C@H](O)[C@H](O)CO fructose sulfate